sodium naphthalene phosphate P(=O)([O-])([O-])[O-].C1=CC=CC2=CC=CC=C12.[Na+].[Na+].[Na+]